(1s,3s)-3-(3-((2,2-dioxido-1,3-dihydrobenzo[c]thiophen-5-yl)amino)-1H-pyrazol-5-yl)cyclobutyl isopropylcarbamate C(C)(C)NC(OC1CC(C1)C1=CC(=NN1)NC1=CC2=C(CS(C2)(=O)=O)C=C1)=O